2-((3R,4R,6R)-4-(3,4-difluoro-2-methoxyphenyl)-6-methyl-6-(trifluoromethyl)tetrahydro-2H-pyran-3-yl)-4-oxo-1,4-dihydro-1,6-naphthyridine 6-oxide FC=1C(=C(C=CC1F)[C@H]1[C@@H](CO[C@](C1)(C(F)(F)F)C)C=1NC2=CC=[N+](C=C2C(C1)=O)[O-])OC